C(C)OC(=O)C1=C(N(C2=CC=C(C=C12)OCC(CNC(CO)(CO)CO)O)C1=C(C=CC=C1)C)C 5-[2-hydroxy-3-(trimethylolmethylamino)-propoxy]-2-methyl-1-(methylphenyl)indole-3-carboxylic acid ethyl ester